1-(4-ethylphenyl-3-d)-3-(1H-indol-3-yl)urea C(C)C1=C(C=C(C=C1)NC(=O)NC1=CNC2=CC=CC=C12)[2H]